FC=1C=C(C#N)C=C(C1N1N=C2C(=CC1=O)NN=C2C2=CC=C1CCN(CC1=C2)C(C(C)O)=O)C 3-fluoro-4-(3-(2-(2-hydroxylpropionyl)-1,2,3,4-tetrahydroisoquinolin-7-yl)-6-oxo-1H-pyrazolo[4,3-c]pyridazin-5(6H)-yl)-5-methylbenzonitrile